2-[6-(difluoromethoxy)-2-methylpyrimidin-4-yl]-1-[(2S)-7-methyl-6-(pyrimidin-2-yl)-3,4-dihydro-1H-spiro[1,8-naphthyridine-2,3'-pyrrolidin]-1'-yl]propan-1-one, formate salt C(=O)O.FC(OC1=CC(=NC(=N1)C)C(C(=O)N1C[C@]2(CC1)NC1=NC(=C(C=C1CC2)C2=NC=CC=N2)C)C)F